COC1=NC(=NC(=N1)NC(C)C)NC(C)C 6-methoxy-2-N,4-N-di(propan-2-yl)-1,3,5-triazine-2,4-diamine